C1(CC1)C=1C(=C(C=CC1)SC=1N=NC2=CC=CC=C2C1C(=O)NCC(F)(F)C1=C(C=C(C=C1)C)C)F 3-[(3-cyclopropyl-2-fluorophenyl)sulfanyl]-N-[2-(2,4-dimethylphenyl)-2,2-difluoroethyl]cinnoline-4-carboxamide